BrC=1N=CC=2N(C1)C(=C(N2)CC)N(C=O)C N-(6-bromo-2-ethylimidazo[1,2-a]pyrazin-3-yl)-N-methylformamide